3-chloro-6-(1-cyano-1-methyl-ethyl)imidazo[1,2-a]Pyridine-2-carboxylic acid ethyl ester C(C)OC(=O)C=1N=C2N(C=C(C=C2)C(C)(C)C#N)C1Cl